2-phenyl-1-(2,4,6-trihydroxy-3,5-diisopentenylphenyl)ethanone C1(=CC=CC=C1)CC(=O)C1=C(C(=C(C(=C1O)CCC(=C)C)O)CCC(=C)C)O